C(=O)(O)CCCCC[N+](CC#C)(C)C 5-carboxy-N,N-dimethyl-N-(prop-2-yn-1-yl)pentan-1-aminium